CC1N(CCOC1)C=1C2=C(N=C(N1)N1N=C(C=C1)C1=CC=CC=C1)C=CC=N2 3-methyl-4-(2-(3-phenyl-1H-pyrazol-1-yl)pyrido[3,2-d]pyrimidin-4-yl)morpholine